1-Amino-4-hydroxy-2-[4-(3-phenylprop-2-enoyl)phenoxy]anthracene-9,10-dione NC1=C(C=C(C=2C(C3=CC=CC=C3C(C12)=O)=O)O)OC1=CC=C(C=C1)C(C=CC1=CC=CC=C1)=O